[2,2'-binaphthyl]-1,1'-dicarboxaldehyde C=1(C(=CC=C2C=CC=CC12)C=1C(=C2C=CC=CC2=CC1)C=O)C=O